IC1=C(CBr)C(=CC(=C1)I)I 2,4,6-triiodobenzyl bromide